6-(4-Fluorophenyl)-8-methoxy-N-(1-(5-methyl-1,3,4-oxadiazol-2-yl)ethyl)quinazolin-4-amine FC1=CC=C(C=C1)C=1C=C2C(=NC=NC2=C(C1)OC)NC(C)C=1OC(=NN1)C